C(C)O[Si](CCCN1N=NC=C1)(OCC)OCC [3-(triethoxysilyl)propyl]-1H-1,2,3-triazole